S1C2=C(C=C1)C(=CC=C2)N2CCN(CC2)CCCCOC2=CC=C1C=CC(N(C1=C2)COC(C(C)C)=O)=O Isobutyric acid 7-[4-(4-benzo[b]thiophen-4-ylpiperazin-1-yl)butoxy]-2-oxo-2H-quinolin-1-ylmethyl ester